ClC=1C=C(C=CC1)C1=NC=CC2=C1N=C(N=C2)NC2=CC=C(C=C2)N2CCNCC2 8-(3-chlorophenyl)-N-(4-(piperazin-1-yl)phenyl)pyrido[3,4-d]pyrimidin-2-amine